S1C(=CC=2C1=CN=CC2)C(=O)NCC2CC21CCCCN1C(=O)OC(C)(C)C tert-butyl 2-[(thieno[2,3-c]pyridine-2-carbonylamino)methyl]-8-azaspiro[2.5]octane-8-carboxylate